ClC1=C(C=C(C2=C1C(CO2)([2H])[2H])C2=CC=C(C=C2)C(C)C)N 4-chloro-3,3-dideuterio-7-(4-isopropylphenyl)-2H-benzofuran-5-amine